4-(2-(2,4-difluorophenoxy)-5-(ethylsulfonylamino)phenyl)-2-(methoxy-d3)-6-methylpyridine FC1=C(OC2=C(C=C(C=C2)NS(=O)(=O)CC)C2=CC(=NC(=C2)C)OC([2H])([2H])[2H])C=CC(=C1)F